C(CO)C(C(C(C(C(C(C(C(F)(F)F)(F)F)(F)F)(F)F)(F)F)(F)F)(F)F)(F)F The molecule is a fluorotelomer alcohol that is ethanol substituted at position 2 by a perfluorooctyl group. It is a primary alcohol and a fluorotelomer alcohol. It derives from a decan-1-ol.